C1(=CC=CC=C1)C(C#C)=C 3-phenyl-3-butene-1-yne